C(C)SC1=CC=C(C=C1)C(C)=O 1-(4-(ethylsulfanyl)phenyl)ethan-1-one